cyclononanedicarboxylic acid C1(CCCCCCCC1)(C(=O)O)C(=O)O